1-Pentyn C#CCCC